FC1=C(C=C(C#N)C=C1)OC1CC2(C(N3[C@H](O2)CC[C@H]3C3=CC=CC=C3)=O)C1 4-fluoro-3-{[(5'S,7a'R)-3'-oxo-5'-phenyltetrahydro-3'H-spiro[cyclobutane-1,2'-pyrrolo[2,1-b][1,3]oxazol]-3-yl]oxy}benzonitrile